[Si](C)(C)(C(C)(C)C)OCC=1N=C(SC1C)CCCC#N 4-(4-(((tert-butyldimethylsilyl)oxy)methyl)-5-methylthiazol-2-yl)butyronitrile